FC(C(=O)O)(F)F.N1C(=CC=2C=NC=CC21)CNC(=O)[C@@H]2CCC=1N2C(C(=NC1Cl)NC1CCC1)=O (S)-N-((1H-pyrrolo[3,2-c]pyridin-2-yl)methyl)-1-chloro-3-(cyclobutylamino)-4-oxo-4,6,7,8-tetrahydropyrrolo[1,2-a]pyrazine-6-carboxamide trifluoroacetate